5-hydroxy-2-methyl-2-(4-methylpent-3-en-1-yl)-7-pentyl-N-phenyl-2H-chromen-6-carboxamide OC1=C2C=CC(OC2=CC(=C1C(=O)NC1=CC=CC=C1)CCCCC)(CCC=C(C)C)C